COC1=CC=C(C=C1)C1CCN(CC1)C1=C(C(N(C2=CC=C(C=C12)C1COC1)C)=O)C#N 4-[4-(4-methoxyphenyl)piperidin-1-yl]-1-methyl-6-(oxetan-3-yl)-2-oxo-1,2-dihydroquinoline-3-carbonitrile